N1(N=CN=C1)C1=C(C=C(C(=O)O)C(=C1)N1N=CN=C1)C(=O)O 4,6-di(1H-1,2,4-triazol-1-yl)isophthalic acid